8-methyl-7-(3-(o-tolyl)-7,8-dihydro-1,6-naphthyridin-6(5H)-yl)-4H-pyrimido[1,2-b]pyridazin-4-one CC1=CC=2N(N=C1N1CC=3C=C(C=NC3CC1)C1=C(C=CC=C1)C)C(C=CN2)=O